ClC1=NC(=CC(=C1)C1=C(C=CC=C1)C1=NN=CN1C)N1CCCC1 2-Chloro-4-(2-(4-methyl-4H-1,2,4-triazol-3-yl)phenyl)-6-(pyrrolidin-1-yl)pyridine